CN(CCN(C)N1NC=C(C1)O)C ((2-(dimethylamino)ethyl)(methyl)amino)-4-hydroxypyrazoline